tert-butyl (1R,5S,6r)-6-{[2-(5-methyl-2-pyridinyl)hydrazino]carbonyl}-3-azabicyclo[3.1.0]hexane-3-carboxylate CC=1C=CC(=NC1)NNC(=O)C1[C@H]2CN(C[C@@H]12)C(=O)OC(C)(C)C